C1(CCCC1)N1C[C@H]([C@@H](CC1)NC(=O)C1=CC(=NO1)C1=C(C=C(C=C1)F)F)C(=O)O |r| rac-(3R,4R)-1-cyclopentyl-4-{[3-(2,4-difluoro-phenyl)-isoxazole-5-carbonyl]-amino}-piperidine-3-carboxylic acid